CN1CCC(C2=CC=C(C=C12)OCCCC(=O)OCC)=O ethyl 4-((1-methyl-4-oxo-1,2,3,4-tetrahydroquinolin-7-yl)oxy)butanoate